methyl 4-[4-benzyloxy-1-(4-fluorophenyl)-2-isopropyl-indol-3-yl]sulfonylbenzoate C(C1=CC=CC=C1)OC1=C2C(=C(N(C2=CC=C1)C1=CC=C(C=C1)F)C(C)C)S(=O)(=O)C1=CC=C(C(=O)OC)C=C1